9-[2,5-bis-O-(tert-butyldimethylsilyl)-3-deoxy-β-D-ribofuranosyl]Adenine [Si](C)(C)(C(C)(C)C)O[C@H]1[C@@H](O[C@@H](C1)CO[Si](C)(C)C(C)(C)C)N1C2=NC=NC(=C2N=C1)N